O(C#N)C1=CC=C(C=C1)C(=O)C1=CC=C(C=C1)OC#N Bis(4-cyanatophenyl)keton